6-(5-methyl-1H-pyrazol-4-yl)-N-(4-((2-methylpyrrolidin-1-yl)methyl)pyridin-2-yl)benzo[d]thiazol-2-amine CC1=C(C=NN1)C1=CC2=C(N=C(S2)NC2=NC=CC(=C2)CN2C(CCC2)C)C=C1